N-(4-methyl-3-pyridin-2-ylphenyl)-3,11-diazatricyclo[6.2.1.02,7]undeca-2,4,6-triene-11-carboxamide CC1=C(C=C(C=C1)NC(=O)N1C2C3=NC=CC=C3C1CC2)C2=NC=CC=C2